CN(C(=O)C1=CC2=C(N=C(N2)C2=CC=C(C=C2)N)C=C1)C1=CC=CC=C1 2-(4-amino-phenyl)-3H-benzoimidazole-5-carboxylic acid methyl-phenyl-amide